C1(=C(OC)C=C(OC)C(OC)=C1)C(C(=O)O)C Asaryl-propionic acid